BrC=1C=C(C=CC1OCOC)/C=C/C=1SC2=C(N1)C=C(C(=C2)N)C(C)C (E)-2-(3-bromo-4-(methoxymethoxy)phenylvinyl)-5-isopropylbenzo[d]thiazol-6-amine